N1=CC=CC=2CCCC(C12)NC=1C2=C(N=CN1)C=CC=N2 N-(5,6,7,8-tetrahydroquinolin-8-yl)pyrido[3,2-d]pyrimidin-4-amine